S(C)(=O)(=O)O.FC1=C(C(=CC=C1)F)C1=NC(=C(N1)C1=CC=C2C(=N1)N(C(=N2)N)S(=O)(=O)C(C)C)C2=CC=CC=C2 5-[2-(2,6-difluorophenyl)-5-phenyl-3H-imidazol-4-yl]-3-(propane-2-sulfonyl)-3H-imidazo[4,5-b]pyridin-2-ylamine mesylate